8-(3,7-dimethylocta-2,6-dien-1-yl)-7-hydroxy-5-propyl-4H-benzo[d][1,3]dioxin-4-one CC(=CCC1=C(C=C(C2=C1OCOC2=O)CCC)O)CCC=C(C)C